C(#N)C=1C(=NC(=C(C1C1CC1)C#N)N1CC(CCC1)NC)SC(C(=O)N)C1=CC=CC=C1 2-((3,5-dicyano-4-cyclopropyl-6-(3-(methylamino)piperidin-1-yl)pyridin-2-yl)sulfanyl)-2-phenylacetamide